O=S1(N[C@@H](CC1)C(=O)OC)=O methyl (3S)-1,1-dioxo-1,2-thiazolidine-3-carboxylate